CC1=C(SC=C1)C=O (3-methylthiophen-2-yl)methanone